C(C1=CC=CC=C1)OC1CCC(CC1)CCNC[C@H](O)C=1C=NC=C(C1)F (R)-2-((2-((1s,4S)-4-(benzyloxy)cyclohexyl)-ethyl)amino)-1-(5-fluoropyridin-3-yl)ethan-1-ol